O[C@@H]1[C@H](CCCCC1)N(CCCCCCCC(=O)N(CCCCCCCCCC)CCCCCCCCCC)CCCCCCCC(=O)N(CCCCCCCCCC)CCCCCCCCCC 8,8'-(((1S,2S)-2-hydroxycyclohept-yl)azanediyl)bis-(N,N-didecyloctan-amide)